2-((2-(methoxycarbonyl)-4-methylthiophen-3-yl)amino)-N,N-dimethyl-2-oxo-N-(2-oxo-2-(pyrimidin-5-ylamino)ethyl)ethan-1-aminium COC(=O)C=1SC=C(C1NC(C[N+](CC(NC=1C=NC=NC1)=O)(C)C)=O)C